CN(CCCNC(OC1=CC=C(C=C1)C1=C(C=C2C(=N1)N(N=C2NC(=O)C=2C=NSC2)CCCCC2CC2)Br)=O)C 4-(5-bromo-1-(4-cyclopropylbutyl)-3-(isothiazole-4-carboxamido)-1H-pyrazolo[3,4-b]pyridin-6-yl)phenyl (3-(dimethylamino)propyl)carbamate